(R)-1-(3-((R)-7-((2-hydroxyethyl)sulfonyl)-2,6,6-trimethyl-1-(2-methylhydrazineyl)-1-oxoheptan-2-yl)phenyl)propan-2-yl acetate C(C)(=O)O[C@@H](CC1=CC(=CC=C1)[C@](C(=O)NNC)(CCCC(CS(=O)(=O)CCO)(C)C)C)C